FC=1C=2N(C=C(C1)N1CCOCC1)N=CN2 4-(8-Fluoro-[1,2,4]triazolo[1,5-a]pyridin-6-yl)morpholine